N,N,N-trimethyl-1-adamantanaminium hydroxide [OH-].C[N+](C12CC3CC(CC(C1)C3)C2)(C)C